[Si](C)(C)(C(C)(C)C)C#CC1=CC(=C(C=N1)C1=C(C2=C(N=CN=C2N)N1COCC[Si](C)(C)C)C1=CC=C(C=C1)OC1=NC=CC(=N1)C)C 6-{6-[2-(tert-butyldimethylsilyl)ethynyl]-4-methylpyridin-3-yl}-5-{4-[(4-methylpyrimidin-2-yl)oxy]phenyl}-7-{[2-(trimethylsilyl)ethoxy]methyl}-7H-pyrrolo[2,3-d]pyrimidin-4-amine